C(C)(=O)NC=1SC(=C(N1)C)C1=CC2=C(C(=N1)C(=O)NC)C(N(C2)C(C)C2CC2)=O 6-(2-acetamido-4-methylthiazol-5-yl)-2-(1-cyclopropylethyl)-N-methyl-3-oxo-2,3-dihydro-1H-pyrrolo[3,4-c]pyridine-4-carboxamide